CS(=O)(=O)C1=NN=C(O1)C(CC(=O)NCC=1C=C(C(=O)O)C=C(C1)CNC(CC(CC=1OC(=NN1)S(=O)(=O)C)C=1OC(=NN1)S(=O)(=O)C)=O)CC=1OC(=NN1)S(=O)(=O)C 3,5-bis((3,4-bis(5-methanesulfonyl-2-1,3,4-oxadiazolyl)butyrylamino)methyl)benzoic acid